2,4,6-Trimethylamphetamine hydrochloride Cl.CC1=C(CC(N)C)C(=CC(=C1)C)C